2-cyclohexylethyl-1,3-dimethoxypropane C1(CCCCC1)CCC(CCOC)OC